2-(trifluoromethyl)-4-[8-(1H-indol-5-yl)-10-[2-(morpholin-4-yl)ethyl]phenoxazin-2-yl]benzoic acid FC(C1=C(C(=O)O)C=CC(=C1)C1=CC=2N(C3=CC(=CC=C3OC2C=C1)C=1C=C2C=CNC2=CC1)CCN1CCOCC1)(F)F